2-((6-bromo-2-cyclopropylquinolin-4-yl)(ethyl)amino)-4-(4-fluorophenyl)thiazole-5-carbonitrile BrC=1C=C2C(=CC(=NC2=CC1)C1CC1)N(C=1SC(=C(N1)C1=CC=C(C=C1)F)C#N)CC